CC(N(CC1=CC=CC=C1)C([C@@H](CCC)N)=O)(C)C(=O)O methyl-N-((R)-2-aminopentanoyl)-N-benzyl-L-alanine